CC(C1=CC=C(C=C1)C1=NOC(=N1)C(F)(F)F)O methyl-4-[5-(trifluoromethyl)-1,2,4-oxadiazol-3-yl]benzyl alcohol